2-(2-(6-(4-Fluorophenyl)imidazo[2,1-b]thiazol-3-yl)acetyl)-N-phenethylhydrazine FC1=CC=C(C=C1)C=1N=C2SC=C(N2C1)CC(=O)NNCCC1=CC=CC=C1